CS(=O)(=O)N1CCC(CC1)CN 1-[1-(methane-sulfonyl)piperidin-4-yl]methanamine